C1(CC1)COC1=C(C=CC=C1)CCC(=O)O 3-[2-(cyclopropylmethoxy)phenyl]propanoic acid